(R)-4-((3S,5R,9R,10S,13R,14R,17R)-3-([1,1'-biphenyl]-4-yl)-3-hydroxy-10,13-dimethyl-2,3,4,5,6,9,10,11,12,13,14,15,16,17-tetradecahydro-1H-cyclopenta[a]phenanthren-17-yl)pentanoic acid C1(=CC=C(C=C1)[C@@]1(CC[C@@]2([C@H]3CC[C@@]4([C@H](CC[C@H]4C3=CC[C@@H]2C1)[C@@H](CCC(=O)O)C)C)C)O)C1=CC=CC=C1